C1(CC1)C1=NC=NC(=C1C1=NC=C(C(=N1)NCC1=CC=C(C=C1)C=1N(C=C(N1)C(F)(F)F)C(C)C)C(=O)N)OC 4'-cyclopropyl-4-[({4-[1-isopropyl-4-(trifluoromethyl)imidazol-2-yl]phenyl}methyl)amino]-6'-methoxy-[2,5'-bipyrimidine]-5-carboxamide